sodium-calcium hypochlorite Cl[O-].[Ca+2].[Na+].Cl[O-].Cl[O-]